(E)-N-(4-(3-chloro-4-(pyridin-2-ylmethoxy)phenyl)-5,6-dihydro-4H-pyrido[2,3,4-de]quinazolin-7-yl)-4-(piperidin-1-yl)but-2-enamide ClC=1C=C(C=CC1OCC1=NC=CC=C1)N1CCC=2C=3C1=NC=NC3C=CC2NC(\C=C\CN2CCCCC2)=O